(1S,2S)-2-(4-chloropyridin-2-yl)-N-(2-((6-cyclopropylimidazo[1,2-a]pyridin-2-yl)methyl)-2H-pyrazolo[4,3-c]pyridin-4-yl)cyclopropane-1-carboxamide ClC1=CC(=NC=C1)[C@@H]1[C@H](C1)C(=O)NC1=NC=CC=2C1=CN(N2)CC=2N=C1N(C=C(C=C1)C1CC1)C2